OC[C@@H](C1=CC=CC=C1)NC(=O)C=1C=2C[C@@H]3[C@H](C2N(N1)C1=C(C=C(C=C1)F)F)C3 (1aR,5aR)-2-(2,4-Difluoro-phenyl)-1a,2,5,5a-tetrahydro-1H-2,3-diaza-cyclopropa[a]pentalene-4-carboxylic acid ((R)-2-hydroxy-1-phenyl-ethyl)-amide